3-methyl-amyl chloride CC(CCCl)CC